4-((2,4-dichloropyrimidin-5-yl)methyl)-2-methylthiomorpholine 1,1-dioxide ClC1=NC=C(C(=N1)Cl)CN1CC(S(CC1)(=O)=O)C